tri-n-butylborane C(CCC)B(CCCC)CCCC